BrC1=C2[C@H](CCC3=C(C2=CC(=C(C1=O)OC)C)C(=C(C(=C3)OC)OC)OC)NC(C)=O (S)-N-(8-bromo-1,2,3,10-tetramethoxy-11-methyl-9-oxo-5,6,7,9-tetrahydrobenzo[a]heptalen-7-yl)acetamide